(2-hydroxyphenyl)4-methyl-6-propionylpyridine OC1=C(C=CC=C1)C1=NC(=CC(=C1)C)C(CC)=O